FC=1C=C(C(=C2C=C(NC12)S(=O)(=O)N1[C@H](CCC1)C(F)(F)F)C1=NN(C=N1)C)C (R)-7-fluoro-5-methyl-4-(1-methyl-1H-1,2,4-triazol-3-yl)-2-((2-(trifluoromethyl)pyrrolidin-1-yl)sulfonyl)-1H-indole